7-Fluoro-8-(6-fluoro-1-methylsulfonylindazol-4-yl)-1,3,4,4,9-pentamethyl-5H-pyrazolo[4,3-c]chinolin FC=1C(=C(C=2C3=C(C(NC2C1)(C)C)C(=NN3C)C)C)C3=C1C=NN(C1=CC(=C3)F)S(=O)(=O)C